N1=CC(=C2N1C=CN=C2)C(=O)O pyrazolo[1,5-a]pyrazine-3-carboxylic acid